P(O)(O)=O.C1=CC=CC2=CC=CC=C12 Naphthalene phosphonate